6-[(2S)-2-aminopropyl]-N-[(5-methoxythiophen-2-yl)methyl]-7-methylthieno[3,2-c]pyridazin-4-amine N[C@H](CC1=C(C=2N=NC=C(C2S1)NCC=1SC(=CC1)OC)C)C